C(=O)C1CC[C@H]2CN(C[C@H]21)C(=O)OC(C)(C)C tert-butyl (3aR,6aR)-4-formylhexahydrocyclopenta[c]pyrrole-2(1H)-carboxylate